pyrazine tert-butyl-(2S,4S)-4-hydroxy-2-methylpyrrolidine-1-carboxylate C(C)(C)(C)OC(=O)N1[C@H](C[C@@H](C1)O)C.N1=CC=NC=C1